O[C@@]1(C(N(CC1)C)=O)C#CC=1C=C(C=CC1)C=1N=C2C(=CC=NC2=CC1)NC(OC(C)(C)C)=O tert-butyl (R)-(6-(3-((3-hydroxy-1-methyl-2-oxopyrrolidin-3-yl)ethynyl)phenyl)-1,5-naphthyridin-4-yl)carbamate